ClC=1C(=CC=C2N=CC(=NC12)C=1C=NN(C1)C1S(CCCC1)(=O)=N)OC=1C=CC2=C(NC(=N2)C)C1 (4-{8-chloro-7-[(2-methyl-1H-1,3-benzodiazol-6-yl)oxy]quinoxalin-2-yl}-1H-pyrazol-1-yl)-1-imino-1λ6-thian-1-one